racemic-3-butyl-8-hydroxy-3-methyl-7-(methylsulfanyl)-5-phenyl-2,3,4,5-tetrahydro-1,5-benzothiazepine 1,1-dioxide C(CCC)[C@]1(CS(C2=C(N(C1)C1=CC=CC=C1)C=C(C(=C2)O)SC)(=O)=O)C |r|